(E)-6-chloro-2-methyl-4-phenylvinylpyridazin-3(2H)-one ClC=1C=C(C(N(N1)C)=O)\C=C\C1=CC=CC=C1